C1(=CC=CC=C1)C1=NC(=NC(=C1)C1=CC=CC=C1)C=1C=C(C=CC1)N1C2=CC=CC=C2C=2C=CC=CC12 9-[3-(4,6-diphenyl-pyrimidin-2-yl)phenyl]-9H-carbazole